2-(dimethylamino)-4-ethoxycarbonyl-5-fluorobenzoic acid CN(C1=C(C(=O)O)C=C(C(=C1)C(=O)OCC)F)C